2-(4-hydroxy-2-methyl-quinazolin-6-yl)-7-(piperazin-1-yl)-4H-pyrido[1,2-a]pyrimidin-4-one OC1=NC(=NC2=CC=C(C=C12)C=1N=C2N(C(C1)=O)C=C(C=C2)N2CCNCC2)C